C(C1=CC=CC=C1)N(C1=CC=C(C=C1)CC(F)(F)F)CC1=CC=CC=C1 N,N-dibenzyl-4-(2,2,2-trifluoroethyl)aniline